BrC1C(CCCC1=O)=O 2-bromo-1,3-diketocyclohexane